5'-(4-fluorophenyl)-3'-isopropyl-N-(4-(3,4,5-trimethylpiperazine-1-yl)phenyl)-1H,3'H-[2,4'-biimidazole]-4-carboxamide FC1=CC=C(C=C1)C1=C(N(C=N1)C(C)C)C=1NC=C(N1)C(=O)NC1=CC=C(C=C1)N1CC(N(C(C1)C)C)C